ClC1=C(C(=CC=C1)F)C(C)N1N=CC(=C1)C#CC1=NOC(=C1)C=1OC=CC1 3-((1-(1-(2-chloro-6-fluorophenyl)ethyl)-1H-pyrazol-4-yl)ethynyl)-5-(furan-2-yl)isoxazole